(R)-alpha-fluorophenethyl alcohol F[C@H](CC1=CC=CC=C1)O